COC1=CC=C(OCCOCCOC2=CC=C(C=C2)OC)C=C1 di(p-methoxyphenoxyethyl) ether